COC1=CC(=C2C=CN(C2=C1)CCNC(OC(C)(C)C)=O)B1OC(C(O1)(C)C)(C)C tert-Butyl (2-(6-methoxy-4-(4,4,5,5-tetramethyl-1,3,2-dioxaborolan-2-yl)-1H-indol-1-yl)ethyl)carbamate